tert-butyl 7-(piperidin-4-ylmethyl)-3-oxa-7,9-diazabicyclo[3.3.1]nonane-9-carboxylate N1CCC(CC1)CN1CC2COCC(C1)N2C(=O)OC(C)(C)C